CN(CCOCCNC)C N,N-dimethyl-2-(2-(methylamino)ethoxy)ethan-1-amine